FC=1C(=NC=C(C1)F)N(C([C@H](CO)NC(C1=CC=CC=C1)(C1=CC=CC=C1)C1=CC=CC=C1)=O)C (S)-N-(3,5-difluoropyridin-2-yl)-3-hydroxy-N-methyl-2-(tritylamino)-propanamide